C(C)C1=CC=C2C=NN(C2=C1NC(=O)N=[S@@](=O)(N)C=1SC(=CN1)C(C)(C)O)C (S)-N'-((6-ethyl-1-methyl-1H-indazol-7-yl)-carbamoyl)-5-(2-hydroxy-propan-2-yl)thiazole-2-sulfonimidamide